acetamido-glucose sulfate S(=O)(=O)(O)O.C(C)(=O)NC(=O)[C@H](O)[C@@H](O)[C@H](O)[C@H](O)CO